5,7-dichloro-8-fluoro-2-(methylsulfanyl)-6H,7H-pyrido[4,3-d]pyrimidine ClC=1NC(C(=C2N=C(N=CC21)SC)F)Cl